5-(difluoromethyl)-2-(4-((1-ethylpiperidin-3-yl)amino)phthalazin-1-yl)phenol FC(C=1C=CC(=C(C1)O)C1=NN=C(C2=CC=CC=C12)NC1CN(CCC1)CC)F